(1R,2R,4S,6R)-2-(hydroxymethyl)-6-isobutyl-2-(methoxymethyl)quinuclidin-3-one OC[C@@]1(N2[C@@H](C[C@@H](C1=O)CC2)CC(C)C)COC